CN1C2=CC=CC=C2N(C=2C=CC=CC12)C=1C=C(C=CC1)C1=C(C(=C(C(=C1C=1SC2=C(N1)C=CC=C2)C=2SC1=C(N2)C=CC=C1)C=1SC2=C(N1)C=CC=C2)C=2SC1=C(N2)C=CC=C1)C=1SC2=C(N1)C=CC=C2 2,2',2'',2''',2''''-(3'-(10-methylphenazin-5(10H)-yl)-[1,1'-biphenyl]-2,3,4,5,6-pentayl)pentakis(benzo[d]thiazole)